2-Amino-7-fluoro-4-((8aS,11R)-2-fluoro-11-methyl-14-oxo-8,8a,9,10,11,12-hexahydro-7H,14H-pyrazino[1',2':5,6][1,5]diazocino[3,2,1-hi]indazol-3-yl)-benzo[b]thiophene-3-carbonitrile NC1=C(C2=C(S1)C(=CC=C2C2=C1C=NN3C1=C(C=C2F)C(N2[C@@H](CC3)CN[C@@H](C2)C)=O)F)C#N